BrC=1C(=NC(=NC1)C)NC1=C(SC=2N(N=CC21)S(=O)(=O)C2=CC=C(C)C=C2)C N-(5-bromo-2-methylpyrimidin-4-yl)-5-methyl-1-tosyl-1H-thieno[2,3-c]pyrazol-4-amine